N-((6-(trifluoromethyl)-3-pyridinyl)methyl)-2-piperidinecarboxamide FC(C1=CC=C(C=N1)CNC(=O)C1NCCCC1)(F)F